(benzofuran-6-carbonyl)-5,7-dichloro-1,2,3,4-tetrahydroisoquinoline-6-carboxylic acid O1C=CC2=C1C=C(C=C2)C(=O)C2NCCC1=C(C(=C(C=C21)Cl)C(=O)O)Cl